CC(CS(=O)(=O)C)N methyl-2-methylsulfonyl-ethanamine